CC1=C(N)C=C(C=C1)OC1=CC(=CC(=C1)B1OC(C(O1)(C)C)(C)C)C 2-methyl-5-(3-methyl-5-(4,4,5,5-tetramethyl-1,3,2-dioxaborolan-2-yl)phenoxy)aniline